ClC=1C=CC2=C(N(C(=N2)CCl)C(=O)OC(C)(C)C)C1 tert-Butyl 6-chloro-2-(chloromethyl)-1H-benzo[d]imidazole-1-carboxylate